tert-Butyl 4-[17-oxoestra-1,3,5(10)-trien-2-yl]piperazine-1-carboxylate O=C1[C@]2(C)[C@@H](CC1)[C@@H]1CCC=3C=CC(=CC3[C@H]1CC2)N2CCN(CC2)C(=O)OC(C)(C)C